ClC1=NC=C(C(=N1)OC)C(=O)NC1=C(C=CC=C1Cl)Cl 2-chloro-N-(2,6-dichlorophenyl)-4-methoxypyrimidine-5-carboxamide